4-(5-((tert-butoxycarbonyl)amino)pyridin-2-yl)-1-methyl-1H-pyrazole-5-carboxylic acid C(C)(C)(C)OC(=O)NC=1C=CC(=NC1)C=1C=NN(C1C(=O)O)C